2,5-diamino-4,6-dihydroxypyrimidine NC1=NC(=C(C(=N1)O)N)O